ClC=1C(=CC=2N(N1)C=C(N2)[C@H](C(C2CC2)C2CC2)NC(OC(C)(C)C)=O)[C@@H](COC)N2C(NCC(C2)(F)F)=O tert-Butyl ((S)-1-(6-chloro-7-((S)-1-(5,5-difluoro-2-oxotetrahydropyrimidin-1(2H)-yl)-2-methoxyethyl)imidazo[1,2-b]pyridazin-2-yl)-2,2-dicyclopropylethyl)carbamate